C(CCCC)(=O)[O-].C(C1=CC=CC=C1)[N+](C)(C)CC(C)O benzyl-(2-hydroxypropyl)-dimethylammonium valerate